C(CCCCCCCCCCCCC)(=O)OCCCC(OC(NCCCN(CCCCN(C)C)C)=O)CCCOC(CCCCCCCCCCCCC)=O [3-(dimethylamino) propyl]-11-methyl-6-oxo-4-{3-[(1-oxotetradecyl) oxy] propyl}-7,11-diaza-5-oxadodec-1-yl tetradecanoate